OCC1=C(C=CC(=C1)C(F)(F)F)C1=CCCCN1C(=O)OC(C)(C)C tert-butyl 6-(2-(hydroxymethyl)-4-(trifluoromethyl) phenyl)-3,4-dihydropyridine-1(2H)-carboxylate